3-(1,1-dimethylethyl)-4-((5-[(4R)-4-ethyl-2,5-dioxo-1-imidazolidinyl]-2-pyridinyl)oxy)benzonitrile CC(C)(C)C=1C=C(C#N)C=CC1OC1=NC=C(C=C1)N1C(N[C@@H](C1=O)CC)=O